(R)-2-((S)-4-(6-bromo-7-fluoro-1-((2-(trimethylsilyl)ethoxy)methyl)-1H-pyrrolo[3,2-c]pyridin-4-yl)piperazin-2-yl)-3-methylbutan-2-ol BrC1=C(C2=C(C(=N1)N1C[C@H](NCC1)[C@@](C)(C(C)C)O)C=CN2COCC[Si](C)(C)C)F